ClC1=CNC2=CC=C(C=C12)NC1=CC(=NC=C1)N N4-(3-chloro-1H-indol-5-yl)pyridine-2,4-diamine